(isopropyl)(methyl-d3)(benzofuropyridinyl)pyridine C(C)(C)C1=C(C(=NC=C1)C1=NC2=C(C=C1)OC1=C2C=CC=C1)C([2H])([2H])[2H]